FC(C1=CC=C(C(=N1)O)[C@H]1[C@@H](O[C@]([C@H]1C)(C(F)(F)F)C)C(=O)N)F (2R,3S,4S,5R)-3-(6-(difluoromethyl)-2-hydroxypyridin-3-yl)-4,5-dimethyl-5-(trifluoromethyl)tetrahydrofuran-2-carboxamide